FC1=C(C(=C(C=C1OC)OC)F)N1C(N(C2=C(C1)C=NC(=C2)C=2C(=NN(C2)C)C)CC2=CC=NC=C2)=O 3-(2,6-difluoro-3,5-dimethoxyphenyl)-7-(1,3-dimethyl-1H-pyrazol-4-yl)-1-(pyridin-4-ylmethyl)-3,4-dihydropyrido[4,3-d]pyrimidin-2(1H)-one